1,6-bis(((S)-morpholin-2-yl)methoxy)hex-2,4-diyne N1C[C@H](OCC1)COCC#CC#CCOC[C@@H]1CNCCO1